tert-butyl {3-fluoro-2-[5-(hydroxymethyl)-1H-pyrazol-1-yl]phenyl}quinolin-3-ylcarbamate FC=1C(=C(C=CC1)N(C(OC(C)(C)C)=O)C=1C=NC2=CC=CC=C2C1)N1N=CC=C1CO